COC(=O)N(NC)C(C1=C(C(=CC(=C1)Cl)C)NC(=O)C=1N(N=C(C1)Br)C1=NC=CC=C1Cl)=O (2-{[5-bromo-2-(3-chloro-pyridin-2-yl)-2H-pyrazole-3-carbonyl]-amino}-5-chloro-3-methylbenzoyl)-N'-methylhydrazinecarboxylic acid methyl ester